tert-butyl 3-(3-bromo-1H-pyrazolo[3,4-b]pyridin-1-yl)-2-methylazetidine-1-carboxylate BrC1=NN(C2=NC=CC=C21)C2C(N(C2)C(=O)OC(C)(C)C)C